N1=C(C=CC=C1)C1=C(C(=NN=N1)C=1C(=C(C(=C(C1)C=1C(=CC=CC1)C1=CC=CC=C1)C1=CC=CC=2C3=CC=CC=C3C3=CC=CC=C3C12)C1=NC=CC(=N1)C1=CC=CC=C1)C1=CC=CC=2C3=CC=CC=C3C3=CC=CC=C3C12)C1=NC=CC=C1 [Di(pyridinyl)triazinyl](triphenyleneyl)(Phenylpyrimidineyl)(triphenyleneyl)terbenzene